NC1=NC=CC=2N1C(=CC2C2N(CCC2)C(C#CC)=O)C2=CC=C(C=C2)OC2=CC=CC=C2 1-(2-(1-amino-7-(4-phenoxyphenyl)pyrrolo[1,2-c]pyrimidin-5-yl)pyrrolidin-1-yl)but-2-yn-1-one